C(C)(C)(C)OC(NCCCCCCCN1C[C@@H](CC1)NC1=NC=C(C(=N1)C1=CNC2=CC=CC=C12)Cl)=O (R)-(7-(3-((5-Chloro-4-(1H-indol-3-yl)pyrimidin-2-yl)amino)pyrrolidin-1-yl)heptyl)carbamic acid tertButyl ester